N-[(4S)-2,2-dimethylchroman-4-yl]-3-(2-imino-4,4-dimethyl-6-oxo-hexahydropyrimidin-1-yl)-2,2-dimethyl-3H-benzofuran-5-carboxamide CC1(OC2=CC=CC=C2[C@H](C1)NC(=O)C=1C=CC2=C(C(C(O2)(C)C)N2C(NC(CC2=O)(C)C)=N)C1)C